N4-(7-Chloroquinolin-4-yl)-N1-((3-methyloxetan-3-yl)methyl)pentane-1,4-diamine ClC1=CC=C2C(=CC=NC2=C1)NC(CCCNCC1(COC1)C)C